2-(2-azidoethyl)isoindole-1,3-dione N(=[N+]=[N-])CCN1C(C2=CC=CC=C2C1=O)=O